(R)-2-((4-morpholino-6-(3-(m-tolyl)-1H-pyrazol-1-yl)pyrimidin-2-yl)oxy)-1-phenylethan-1-ol O1CCN(CC1)C1=NC(=NC(=C1)N1N=C(C=C1)C=1C=C(C=CC1)C)OC[C@H](O)C1=CC=CC=C1